ClCCC(=O)C1=C(C=C(C=C1)O)O 3-chloro-1-(2,4-dihydroxylphenyl)propane-1-one